6-selenocyanoethoxybenzamide [Se](C#N)CCOC1=CC=CC=C1C(=O)N